O.O.O.[N+](=O)([O-])[O-].[K+] potassium nitrate trihydrate